N'-((2-cyclopropyl-3,7-dimethyl-6,7-dihydro-5H-cyclopenta[b]pyridin-4-yl)carbamoyl)-4-(2-hydroxypropan-2-yl)thiophene-2-sulfonimidamide C1(CC1)C1=C(C(=C2C(=N1)C(CC2)C)NC(=O)N=S(=O)(N)C=2SC=C(C2)C(C)(C)O)C